ClC1N2C3=NC(=C(C=4C(=CN=C(OC(C2C2CCC1N2C(=O)[O-])C)C34)F)C)CO chloro-14-fluoro-17-(hydroxymethyl)-9,16-dimethyl-10-oxa-2,12,18,20-tetrazapentacyclo[9.7.1.14,7.02,8.015,19]icosa-1(18),11,13,15(19),16-pentaene-20-carboxylate